Diamorphin C1=CC(OC(=O)C)=C2C=3[C@@]45[C@@H](O2)[C@@H](OC(=O)C)C=C[C@H]4[C@@H](CC13)N(C)CC5